BrC=1C=C(N(N1)C1=NC=CC=C1Cl)C(=O)O 5-Bromo-2-(3-chloropyridin-2-yl)-2H-pyrazole-3-carboxylic acid